C=CCOC(OCC(F)(F)F)(OCC(F)(F)F)OCC(F)(F)F allyl tris(2,2,2-trifluoroethyl) carbonate